CC1=C(C(=CC=C1)C)C=1CCCC2=C(C1C1=CC=C(C=C1)CC1CN(C1)CCCF)C=CC=C2 8-(2,6-Dimethylphenyl)-9-(4-((1-(3-fluoropropyl)azetidin-3-yl)methyl)phenyl)-6,7-dihydro-5H-benzo[7]annulen